N-((1r,3r)-3-((4-((2,3-dihydro-1H-inden-4-yl)amino)-7-methoxyquinazolin-6-yl)oxy)cyclobutyl)propiolamide C1CCC2=C(C=CC=C12)NC1=NC=NC2=CC(=C(C=C12)OC1CC(C1)NC(C#C)=O)OC